ClC1=C(C=CC2=C1C(=NCC(N2)=S)C2=C(C=CC=C2)F)C(F)(F)F 6-chloro-5-(2-fluorophenyl)-7-(trifluoromethyl)-1,3-dihydro-1,4-benzodiazepine-2-thione